BrC1=CC=C(C=C1)NN(C(=O)Cl)C1=CC=CC=C1 (Z)-N'-(4-bromophenyl)phenylcarbazoyl chloride